3-(1H-imidazol-1-yl)-5-methoxyphenol N1(C=NC=C1)C=1C=C(C=C(C1)OC)O